FC1=C(C(=CC=C1)OC)C1=C(C=NC(=C1)COC1OCCCC1)C(=O)OC methyl 4-(2-fluoro-6-methoxyphenyl)-6-[(oxan-2-yloxy)methyl]pyridine-3-carboxylate